1-(1-(4-chloro-2-(pyrrolidin-1-yl)benzyl)-1,8-diazaspiro[4.5]decane-8-carbonyl)-1H-pyrazole-3-carboxylic acid ClC1=CC(=C(CN2CCCC23CCN(CC3)C(=O)N3N=C(C=C3)C(=O)O)C=C1)N1CCCC1